FC1(CCN(CC1)C(=O)C1=CC2=C(N(C=N2)C=2C=CC(=NC2)C(=O)N=CN(C)C)C=C1)F 5-(5-(4,4-difluoropiperidine-1-carbonyl)-1H-benzo[d]imidazol-1-yl)-N-((dimethylamino)methylene)pyridinecarboxamide